2-[2-(5-methylfuran-2-yl)vinyl]-4,6-bis(trichloromethyl)-1,3,5-triazine CC1=CC=C(O1)C=CC1=NC(=NC(=N1)C(Cl)(Cl)Cl)C(Cl)(Cl)Cl